[K+].S(=O)(=O)([O-])[O-].[Na+] sodium sulfate potassium salt